(S)-5-(benzyloxy)-6-methoxy-2-(oxazolo[5,4-c]pyridin-2-yl)-1,2,3,4-tetrahydroisoquinoline-3-carboxylic acid methyl ester COC(=O)[C@H]1N(CC2=CC=C(C(=C2C1)OCC1=CC=CC=C1)OC)C=1OC=2C=NC=CC2N1